CC1=NC=CC(=C1)NC1=CC=C(C(=O)NC2=CC(=CC=C2)OC2=CC=NC=C2)C=C1 4-((2-methylpyridin-4-yl)amino)-N-(3-(pyridin-4-yloxy)phenyl)benzamide